(benzyloxy)pyridin-2-ol C(C1=CC=CC=C1)OC=1C(=NC=CC1)O